3-(2-methylbenzyl)-6-((R)-2-methylpiperazin-1-yl)isobenzofuran-1(3H)-one hydrochloride Cl.CC1=C(CC2OC(C3=CC(=CC=C23)N2[C@@H](CNCC2)C)=O)C=CC=C1